C(#N)C=1C=CC(=NC1)N1N=CN=C1C(C)NC1=C(SC2=C1C=C(C=C2C(F)(F)F)C(F)(F)F)C(=O)OC methyl 3-[1-[2-(5-cyano-2-pyridyl)-1,2,4-triazol-3-yl]ethylamino]-5,7-bis(trifluoromethyl)benzothiophene-2-carboxylate